(R)-2-[(9-bromo-6H-dibenzo[b,d]pyran-3-yl)oxy]-1-morpholinopropan-1-one BrC=1C=CC2=C(C3=C(OC2)C=C(C=C3)O[C@@H](C(=O)N3CCOCC3)C)C1